C(C(C)(C)C)(=O)[O-].C(C(C)(C)C)(=O)[O-].C(C(C)(C)C)(=O)[O-].C1(C=CC2=CC=CC=C12)[Zr+3] indenyl-zirconium tris(pivalate)